C(C1=CC=CC=C1)(C1=CC=CC=C1)N1CC2N(C(C1)C2)CC=2C=C1CN(C(C1=CC2F)=O)C2C(NC(CC2)=O)=O 3-(5-((3-benzhydryl-3,6-diazabicyclo[3.1.1]heptan-6-yl)methyl)-6-fluoro-1-oxoisoindolin-2-yl)piperidine-2,6-dione